5-methyl-3-nitro-1-((1s,3s)-3-(trifluoromethyl)cyclobutyl)-1H-pyrazole CC1=CC(=NN1C1CC(C1)C(F)(F)F)[N+](=O)[O-]